BrC=1C(=NC(=NC1)NC1=C(C=C(C=C1)N1CCC(CC1)N1CCN(CC1)C)Cl)NC1=CC2=C(CCO2)C=C1N(S(=O)(=O)C)C N-(6-((5-bromo-2-((2-chloro-4-(4-(4-methylpiperazin-1-yl)piperidin-1-yl)phenyl)amino)pyrimidine-4-yl)amino)-2,3-dihydrobenzofuran-5-yl)-N-methylmethanesulfonamide